C(C)[C@@H]1C=2N(CCN1C(=O)C1=CC=C(C=C1)F)C(=NN2)C2=NC(=NS2)C (R)-(8-ethyl-3-(3-methyl-1,2,4-thiadiazol-5-yl)-5,6-dihydro-[1,2,4]triazolo[4,3-a]pyrazin-7(8H)-yl)(4-fluorophenyl)methanone